C(C)(=O)[C@@]1([C@@H](O[C@@H]([C@]1(O)C(C)=O)C(O)C(C)=O)N1C=C(C(=O)O)CC=C1)O 1-(2',3',5'-triacetyl-beta-D-ribofuranosyl)-1,4-dihydronicotinic acid